4-((8-isopropyl-2-methylpyrazolo[1,5-a][1,3,5]triazine-4-yl)amino)piperidine-1-carboxylic acid (3-fluoro-1-(2-fluoroacryloyl)azetidine-3-yl)methyl ester FC1(CN(C1)C(C(=C)F)=O)COC(=O)N1CCC(CC1)NC1=NC(=NC=2N1N=CC2C(C)C)C